ClC1=CC=C(C=C1)N1CCN(CC1)C(=O)NC=1N=NC(=CC1)O 4-(4-chlorophenyl)-N-(6-hydroxypyridazin-3-yl)-piperazine-1-carboxamide